4-(Bis(4-bromophenyl)amino)phenol BrC1=CC=C(C=C1)N(C1=CC=C(C=C1)O)C1=CC=C(C=C1)Br